O1CCN(CC1)C1=NC(=C2N=CN(C2=N1)CC(=O)C1=NC=CC=C1)N1N=C(C=C1)C=1C=NC=CC1 2-(2-morpholino-6-(3-(pyridin-3-yl)-1H-pyrazol-1-yl)-9H-purin-9-yl)-1-(pyridin-2-yl)-ethan-1-one